(E)-hexyl-3-indol-1-yl-acrylamide C(CCCCC)/C(/C(=O)N)=C\N1C=CC2=CC=CC=C12